1-(4-(5-acetyl-2-(4-fluorophenyl)-4,5,6,7-tetrahydropyrazolo[1,5-a]pyrazin-3-yl)pyridin-2-yl)propan-2-one C(C)(=O)N1CC=2N(CC1)N=C(C2C2=CC(=NC=C2)CC(C)=O)C2=CC=C(C=C2)F